BrC1=CC(=C(C=C1)N1C[C@@H](NCC1)C)[N+](=O)[O-] (S)-1-(4-bromo-2-nitrophenyl)-3-methylpiperazine